ClC=1C=C2CC[C@@H](C2=CC1)O (S)-5-CHLORO-2,3-DIHYDRO-1H-INDEN-1-OL